CCCCCCCCCCCCCCCCCC(=O)O[C@H]1CC[C@@]2([C@H]3CC[C@]4([C@H]([C@@H]3CC=C2C1)CC[C@@H]4[C@H](C)CCCC(C)C)C)C The molecule is a cholesterol ester obtained by the formal condensation of the hydroxy group in cholesterol with the carboxy group of stearic acid. It has a role as a mouse metabolite. It derives from an octadecanoic acid.